FC(C1=NN(C(=C1)C)C1=C(C=CC(=N1)N1C=NC2=C1C=C(C(=C2)NC(=O)C2CC2)F)C(C)O)F N-[1-[6-[3-(difluoromethyl)-5-methyl-pyrazol-1-yl]-5-(1-hydroxyethyl)-2-pyridinyl]-6-fluoro-benzoimidazol-5-yl]cyclopropanecarboxamide